(6-chloro-1-(4-(morpholinomethyl)phenyl)-5,5-dioxido-1,4-dihydrothiochromeno[4,3-c]pyrazol-3-yl)(morpholino)methanone ClC1=CC=CC2=C1S(CC1=C2N(N=C1C(=O)N1CCOCC1)C1=CC=C(C=C1)CN1CCOCC1)(=O)=O